2-(4-Cyclopropyl-6-methoxypyrimidin-5-yl)-9-([4-[5-isopropyl-3-(trifluoromethyl)pyrazol-1-yl]phenyl]methyl)-7H-purin-8-one C1(CC1)C1=NC=NC(=C1C1=NC=C2NC(N(C2=N1)CC1=CC=C(C=C1)N1N=C(C=C1C(C)C)C(F)(F)F)=O)OC